COC1=CC(=NC=C1)NC(=O)C1=CC=C(C=C1)C1=NN2C(NC3=C(CC2)C=C(C=C3)N3CCNCC3)=C1C(=O)N 2-(4-((4-methoxypyridin-2-yl)carbamoyl)phenyl)-7-(piperazin-1-yl)-9,10-dihydro-4H-benzo[d]pyrazolo[1,5-a][1,3]diazepine-3-carboxamide